6-(2-amino-5-(4-(4-(cyclopropylmethyl)piperazin-1-yl)phenyl)-6-fluoropyridin-3-yl)-4,8-difluoroisoquinolin-1(2H)-one NC1=NC(=C(C=C1C=1C=C2C(=CNC(C2=C(C1)F)=O)F)C1=CC=C(C=C1)N1CCN(CC1)CC1CC1)F